(E)-4-(4-(2-(6-(di-m-tolylamino)naphthalen-2-yl)vinyl)pyridin-1-ium-1-yl)butane-1-sulfonate C1(=CC(=CC=C1)N(C=1C=C2C=CC(=CC2=CC1)/C=C/C1=CC=[N+](C=C1)CCCCS(=O)(=O)[O-])C=1C=C(C=CC1)C)C